3-(1,3-benzodioxol-5-yl)-N-ethyl-N-(3-methylsulfanylpropyl)-prop-2-enamide O1COC2=C1C=CC(=C2)C=CC(=O)N(CCCSC)CC